BrC1=NN(C2=NC=NC(=C21)N)COCC[Si](C)(C)C 3-bromo-1-((2-(trimethylsilyl)ethoxy)methyl)-1H-pyrazolo[3,4-d]pyrimidin-4-amine